O=C1NC(CC[C@@H]1N1C(C2=CC=C(C=C2C1)NC(=O)N1[C@H](CC2=CC=CC=C12)C(F)(F)F)=O)=O (R)-N-(2-((S)-2,6-dioxopiperidin-3-yl)-1-oxoisoindolin-5-yl)-2-(trifluoromethyl)indoline-1-carboxamide